C1(CCCCC1)[C@@H]1OC=2C=C(C=C(C2C[C@@H]1O)O)O (2S,3S)-2-cyclohexylchromane-3,5,7-triol